methionine, magnesium salt [Mg+2].N[C@@H](CCSC)C(=O)[O-].N[C@@H](CCSC)C(=O)[O-]